(2-fluoro-5-(7-((4-methoxybenzyl)(methyl)amino)-1,6-naphthyridin-3-yl)-4-methylphenyl)-2-(1-fluorocyclopropyl)isonicotinamide FC1=C(C=C(C(=C1)C)C=1C=NC2=CC(=NC=C2C1)N(C)CC1=CC=C(C=C1)OC)C1=C(C(=O)N)C=CN=C1C1(CC1)F